2,4,8-trichloro[1]benzofuro[3,2-d]pyrimidine ClC=1N=C(C2=C(N1)C1=C(O2)C=CC(=C1)Cl)Cl